FC=1C(=CC2=C(N=C(O2)C)C1)NC(=O)C=1C=C(C=CC1)N1N=C(C=C1COC1=CC=C(C(=O)OC(C)(C)C)C=C1)C(F)(F)F tert-Butyl 4-[[2-[3-[(5-fluoro-2-methyl-1,3-benzoxazol-6-yl)carbamoyl]phenyl]-5-(trifluoromethyl) pyrazol-3-yl]methoxy]benzoate